(+)-2-Octanol CC(CCCCCC)O